C(C)(C)(C)OC(=O)N1CC2(C1)C[C@@H](CC2)N2CCC(CC2)C2=C(C=CC=C2)C=2OC=CN2.C2NCC21C[C@@H](CC1)N1CCC(CC1)C1=C(C=CC=C1)C=1OC=CN1 (R)-2-(2-(1-(2-azaspiro[3.4]octan-6-yl)piperidin-4-yl)phenyl)oxazole tert-butyl-(R)-6-(4-(2-(oxazol-2-yl)phenyl)piperidin-1-yl)-2-azaspiro[3.4]octane-2-carboxylate